C(C)C1(CCC1)C1=NC(=C2C=NC(=NN21)N[C@H]2[C@@H](CN(CC2)C(=O)OC(C)(C)C)F)C(F)(F)F tert-butyl (3R,4R)-4-{[7-(1-ethylcyclobutyl)-5-(trifluoromethyl)imidazo[4,3-f][1,2,4]triazin-2-yl]amino}-3-fluoropiperidine-1-carboxylate